FC1=C(C(=CC=C1)F)C1=N[C@H](C2=NC=C(N2C=2SC=3CC[C@@H](CCC3C12)O)C)C (7S,14R)-9-(2,6-difluorophenyl)-3,7-dimethyl-18-thia-2,5,8-triazatetracyclo[8.8.0.02,6.011,17]octadeca-1(10),3,5,8,11(17)-pentaen-14-ol